N1C=NC2=C1C=C(C=C2)N2C(OCC2)=O 3-(1H-benzo[d]imidazol-6-yl)oxazolidin-2-one